COC1=C(C2=C(C=C1)OC3=CC(=CC(=C3C2=O)O)OC)O The molecule is a member of the class of xanthones that is swertianin in which the hydroxy group at position 2 has been replaced by a methoxy group. It has a role as a plant metabolite. It is a member of xanthones, an aromatic ether and a polyphenol. It derives from a swertianin.